FC1=C(C(=CC=C1\C=C\C1=CC=CC=C1)C(C)C)O (E)-2-Fluoro-6-isopropyl-3-phenylvinylphenol